COC=1C=2N(C=C(C1)C=1C=NN(C1)C1CCN(CC1)C(=O)[C@@H]1CNCCC1)N=CC2C#N (S)-4-methoxy-6-(1-(1-(piperidine-3-carbonyl)piperidin-4-yl)-1H-pyrazol-4-yl)pyrazolo[1,5-a]pyridine-3-carbonitrile